6-[4-(3-pyridyl)phenyl]-pyrimidine N1=CC(=CC=C1)C1=CC=C(C=C1)C1=CC=NC=N1